BrC1=CC(=C(C=C1F)NS(=O)(=O)C1=CN(C=C1)S(=O)(=O)C1=CC=C(C=C1)C)F N-(4-bromo-2,5-difluorophenyl)-1-(4-methyl-benzenesulfonyl)pyrrole-3-sulfonamide